1-Methyl-7-(2-((4-(trifluoromethyl)phenyl)thio)phenyl)-1,8-naphthyridin-4(1H)-one CN1C=CC(C2=CC=C(N=C12)C1=C(C=CC=C1)SC1=CC=C(C=C1)C(F)(F)F)=O